6-Chloro-3-[[(1R)-1-[3,6-dimethyl-2-(2-methyltriazol-4-yl)-4-oxo-chromen-8-yl]-ethyl]amino]-N'-hydroxy-pyridine-2-carboxamidine ClC1=CC=C(C(=N1)C(=NO)N)N[C@H](C)C=1C=C(C=C2C(C(=C(OC12)C1=NN(N=C1)C)C)=O)C